C1(CC1)C=1C=CC(=NC1)N[C@H]1CN(CC1)C(=O)C1=CC=C(C=C1)NC(C=C)=O (R)-N-(4-(3-((5-cyclopropylpyridin-2-yl)amino)pyrrolidine-1-carbonyl)phenyl)acrylamide